trans-5-Chloro-3-fluoro-2-(3-methyl-5-(4-(pyridin-2-yloxy)cyclohexyl)-4H-1,2,4-triazol-4-yl)pyridin ClC=1C=C(C(=NC1)N1C(=NN=C1[C@@H]1CC[C@H](CC1)OC1=NC=CC=C1)C)F